2-(benzofuran-3-yl)-1-(R)-((3-methyl-5-nitrophenyl)methylsulfonylamino)ethylboronic acid O1C=C(C2=C1C=CC=C2)C[C@H](NS(=O)(=O)CC2=CC(=CC(=C2)[N+](=O)[O-])C)B(O)O